Cl.CN Methyl-amine HCl salt